ClC=1C=C(C=2N(N1)C=CN2)[C@@H]2[C@H](C2)C2=CC=C(C=C2)C(F)(F)F 6-chloro-8-((1S,2S)-2-[4-(trifluoromethyl)phenyl]cyclopropyl)imidazo[1,2-b]pyridazine